ClC=1C=CC2=C(C(C[C@@H](O2)C(=O)NC23CC(C2)(C3)N3N=CC(=C3)OCCCOC(F)(F)F)=O)C1 (2R)-6-chloro-4-oxo-N-(3-{4-[3-(trifluoromethoxy)propoxy]-1H-pyrazol-1-yl}bicyclo[1.1.1]pentan-1-yl)-3,4-dihydro-2H-1-benzopyran-2-carboxamide